C1(=CC=CC=C1)C=1N=C(OC1C1=CC=CC=C1)C1N(CCCC1)C(CSC)=O 1-[2-(4,5-diphenyloxazol-2-yl)-1-piperidyl]-2-meth-ylsulfanyl-ethanone